2-(2,2,2-Trifluoroethoxy)-4-(1-methyl-1H-pyrazol-4-yl)aniline FC(COC1=C(N)C=CC(=C1)C=1C=NN(C1)C)(F)F